7,8,9,10-tetrahydropyridazino[4,5-a]indolizin-4-one C1=NNC(C=2C1=C1CCCCN1C2)=O